(2S)-3-(4-methoxyphenyl)-2-[4-[[(2-phenylthiazol-5-yl)sulfonylamino]methyl]triazol-1-yl]propanehydroxamic acid COC1=CC=C(C=C1)C[C@@H](C(=O)NO)N1N=NC(=C1)CNS(=O)(=O)C1=CN=C(S1)C1=CC=CC=C1